1-(6-Aminopyridin-3-yl)azepan-4-ol NC1=CC=C(C=N1)N1CCC(CCC1)O